FC(C1=CC(=CC=2N1N=CN2)C)C2=CC=C(C=C2)C(F)(F)F 5-[fluoro[4-(trifluoromethyl)phenyl]methyl]-7-methyl[1,2,4]triazolo[1,5-a]pyridine